3,3',4,4'-tetrakis(tert-butylperoxy)benzophenone C(C)(C)(C)OOC=1C=C(C(=O)C2=CC(=C(C=C2)OOC(C)(C)C)OOC(C)(C)C)C=CC1OOC(C)(C)C